C(=O)(OCC1C2=CC=CC=C2C2=CC=CC=C12)NC1=CC=C(C=C1)S(=O)(=O)O p-Fmocaminobenzenesulfonic acid